N[C@H]1[C@@H](CN(CC1)C1=C(N=NC2=CC(=C(C=C12)C=1C=C(C(=O)N)C=C(C1)F)Cl)C1=CC(=CC(=C1)C)F)F 3-{4-[trans-4-Amino-3-fluoropiperidin-1-yl]-7-chloro-3-(3-fluoro-5-methylphenyl)cinnolin-6-yl}-5-fluorobenzamid